[3-bromo-4-(trifluoro-methoxy)-phenyl]-methanol BrC=1C=C(C=CC1OC(F)(F)F)CO